C[C@]12CC(C[C@](CC1)(N2)C)=CC2=CC=C(N=N2)C2=C(C=C(C=C2)N2C=NC=C2)O 2-(6-((E)-((1R,5S)-1,5-dimethyl-8-azabicyclo[3.2.1]octan-3-ylidene)methyl)pyridazin-3-yl)-5-(1H-imidazol-1-yl)phenol